methyl 2-(chloromethyl)-1-(2-(2,2-difluorocyclopropoxy)ethyl)-4-fluoro-1H-benzo[d]imidazole-6-carboxylate ClCC1=NC2=C(N1CCOC1C(C1)(F)F)C=C(C=C2F)C(=O)OC